Imidazo[1,5-a]pyridin-5-amine C=1N=CN2C1C=CC=C2N